4-(7-chloro-2-methoxybenzo[b][1,5]naphthyridin-10-ylamino)-2,6-bis(pyrrolidin-1-ylmethyl)phenol ClC=1C=CC=2C(=NC3=CC=C(N=C3C2NC2=CC(=C(C(=C2)CN2CCCC2)O)CN2CCCC2)OC)C1